3,3-Difluoro-2a-hydroxy-1-methylene-2,2a,3,4-tetrahydro-1H-cyclopenta[cd]indene FC1(CC=2C=3C1(CC(C3C=CC2)=C)O)F